C12C=3NN=NC3COC2CNC1 8-Oxa-3,4,5,11-tetrazatricyclo[7.3.0.02,6]dodeca-2(6),4-diene